NCCCC1=CC(=NC=2N1N=C(C2)[C@H]2N(CCCC2)C(=O)OC(C)(C)C)C2CC2 tert-butyl (2S)-2-[7-(3-aminopropyl)-5-cyclopropyl-pyrazolo[1,5-a]pyrimidin-2-yl]piperidine-1-carboxylate